dioxoprost-13-enoate O=C(C(C(=O)[O-])=O)CCCC[C@H]1CCC[C@@H]1C=CCCCCCC